methyl (4S)-2,2-dimethylthiazolidine-4-carboxylate CC1(SC[C@@H](N1)C(=O)OC)C